4-(4-(((1H-indazol-6-yl)methyl)(3-methoxybenzyl)amino)benzyl)piperazin-2-one N1N=CC2=CC=C(C=C12)CN(C1=CC=C(CN2CC(NCC2)=O)C=C1)CC1=CC(=CC=C1)OC